C(#N)C1=C(OCC2(CCCC2)NC(OC(C)(C)C)=O)C=C(C=C1SC)\C=C\OCC tert-Butyl (E)-(1-((2-cyano-5-(2-ethoxyvinyl)-3-(methylthio)phenoxy)methyl)-cyclopentyl)carbamate